(4-(3-bromo-4-methoxyphenyl)tetrahydro-2H-pyran-4-yl)methanol BrC=1C=C(C=CC1OC)C1(CCOCC1)CO